2-amino-6-(2-hydroxyethoxy)pyridine-3,5-dicarbonitrile NC1=NC(=C(C=C1C#N)C#N)OCCO